C(C)(C)(C)NC=1C(C(C1N(CC1=NC=C(C=C1)C1=NOC(=N1)C(F)(F)F)C)=O)=O 3-(tert-butylamino)-4-(methyl((5-(5-(trifluoromethyl)-1,2,4-oxadiazol-3-yl)pyridin-2-yl)methyl)amino)cyclobut-3-ene-1,2-dione